C(C)OC=1NC2=C(N1)C=C(C=C2)OC 2-ethoxy-6-methoxybenzoimidazol